(R)-2-(acetoxymethyl)-3-methylbutanoic acid chloride C(C)(=O)OC[C@H](C(=O)Cl)C(C)C